3-((2-hydroxyethyl-2,2-d2)sulfonyl)-4-methylbenzamide OC(CS(=O)(=O)C=1C=C(C(=O)N)C=CC1C)([2H])[2H]